3-Chloroperbenzoic acid ClC1=CC(=CC=C1)C(=O)OO